C1(CCCC1)N1[C@@H](C(N(C=2C=NC(=NC12)NC1=C(C=C(C(=O)NCCOCCOCCOCCOCCN(C/C=C/C(=O)OC)C)C=C1)OC)C)=O)CC methyl (E)-4-[2-[2-[2-[2-[2-[[4-[[(7R)-8-cyclopentyl-7-ethyl-5-methyl-6-oxo-7H-pteridin-2-yl]amino]-3-methoxy-benzoyl]amino]ethoxy]ethoxy] ethoxy]ethoxy]ethyl-methyl-amino]but-2-enoate